N-[3-chloro-4-[4-[2-[(2R)-pyrrolidin-2-yl]acetyl]piperazine-1-carbonyl]phenyl]-5-(2,3-difluoro-4-methoxy-phenyl)-1-methyl-imidazole-2-carboxamide ClC=1C=C(C=CC1C(=O)N1CCN(CC1)C(C[C@@H]1NCCC1)=O)NC(=O)C=1N(C(=CN1)C1=C(C(=C(C=C1)OC)F)F)C